N-tert-butylsulfonylbenzamide C(C)(C)(C)S(=O)(=O)NC(C1=CC=CC=C1)=O